F[Si](CCCCS(=O)(=O)[O-])(C)C 3-(fluorodimethylsilyl)-1-propylmethanesulfonate